C(CCCCCCCCC)C(CC(=O)NC(CCCCCCCCC(=O)OCC(CCCCCC)CCCC)CCCCCCCCC(=O)N(CCCCCCCCCC)CCCCCCCCCC)N(C)C 2-butyloctyl 10-(n-decyl-3-(dimethylamino)propanamido)-19-(didecylamino)-19-oxononadecanoate